C(C)(C)(C)OC(=O)N1C[C@H]2C([C@H]2C1)C1=NOC(C1CC(C)C)(C)C (1R,5S,6r)-6-(4-isobutyl-5,5-dimethyl-4,5-dihydro-1,2-oxazol-3-yl)-3-azabicyclo[3.1.0]Hexane-3-carboxylic acid tert-butyl ester